4-{[3-phenylquinazolin-4(3H)-on-2-yl]methyl}-N-hydroxybenzamide 7-methyloctyl-6-(2-hydroxyethylamino)hexanoate CC(CCCCCCOC(CCCCCNCCO)=O)C.C1(=CC=CC=C1)N1C(=NC2=CC=CC=C2C1=O)CC1=CC=C(C(=O)NO)C=C1